Eicosadiene CCCCCCCCCCCCCCCC/C=C/C=C